C[Si]1(O[Si](O[Si](O1)(C1=CC=CC=C1)C)(C1=CC=CC=C1)C)C1=CC=CC=C1 2,4,6-Trimethyl-2,4,6-triphenylcyclotrisiloxan